t-butyldimethyl-(oxetan-2-ylmethoxy)silane C(C)(C)(C)[Si](OCC1OCC1)(C)C